5-(tert-butylsulfanyl)-2-(trifluoromethyl)quinoline C(C)(C)(C)SC1=C2C=CC(=NC2=CC=C1)C(F)(F)F